(S)-1-phenylethylammonium (1s,2s)-2-(5-chloro-pyrazin-2-yl)-cyclopropanecarboxylate ClC=1N=CC(=NC1)[C@@H]1[C@H](C1)C(=O)[O-].C1(=CC=CC=C1)[C@H](C)[NH3+]